OC(=O)C(F)(F)F.ClC1=C(C=CC=C1Cl)N1C(=NC=CC1=O)C (2,3-dichlorophenyl)-2-methylpyrimidin-4(3H)-one TFA salt